1,1,2,2-Tetrakis(4-hydroxy-phenyl)ethan OC1=CC=C(C=C1)C(C(C1=CC=C(C=C1)O)C1=CC=C(C=C1)O)C1=CC=C(C=C1)O